[C@H]12CN(C[C@H](CC1)N2)C2=NC(=NC1=C(C(=C(C=C21)F)C2=CC(=NC1=CC=CC(=C21)C#C)N)F)OC[C@]21CCCN1C[C@@H](C2)F 4-(4-((1R,5S)-3,8-diazabicyclo[3.2.1]octan-3-yl)-6,8-difluoro-2-(((2R,7aS)-2-fluorotetrahydro-1H-pyrrolizin-7a(5H)-yl)meth-oxy)quinazolin-7-yl)-5-ethynylquinolin-2-amine